5-hydroxy-3-(4-hydroxyphenyl)-7-methoxybenzopyran-4-one OC1=CC(=CC2=C1C(C(=CO2)C2=CC=C(C=C2)O)=O)OC